ClC=1C=CC=C2CCC(N(C12)CC1=CC=C(C=C1)OC)=O 8-Chloro-1-(4-methoxybenzyl)-3,4-dihydro-quinolin-2(1H)-one